NC=1C=CC(=C(C#N)C1)F 5-amino-2-fluorobenzonitrile